CC1=CC=C(COC2=C(C=C(C=C2)[N+](=O)[O-])C(F)(F)F)C=C1 1-(4-methylbenzyloxy)-4-nitro-2-(trifluoromethyl)benzene